5-(DIMETHYLAMINO-D6)-PYRIDINE-3-BORONIC ACID [2H]C([2H])([2H])N(C1=CN=CC(=C1)B(O)O)C([2H])([2H])[2H]